C(=O)C=1OC(=CC1)C=O 2,5-di(formyl)furane